CC=1C=C(C=C2C(NC(=NC12)C=1C=C2C(=CN1)SC=C2)=O)CCN2CCOCC2 8-methyl-6-(2-morpholin-4-yl-ethyl)-2-thieno[2,3-c]pyridin-5-yl-3H-quinazolin-4-one